ClCCNC(=O)NC1=CC2=C(N(C=N2)COCC[Si](C)(C)C)C=C1 1-(2-chloroethyl)-3-(1-((2-(trimethylsilyl)ethoxy)methyl)-1H-benzo[d]imidazol-5-yl)urea